N(=[N+]=[N-])CCOC1=CC=C(CN(CCCC2=CC=C(N(C)C)C=C2)C)C=C1 4-(3-{[4-(2-azidoethoxy)benzyl]methylamino}propyl)-N,N-dimethylaniline